methyl 3-{5-[6-(hydroxymethyl)-2,7-di-methyl-1H,2'H-[3,4'-biindazol]-1-yl] pyridin-2-yl}-3-azabicyclo[3.1.0]hex-ane-6-carboxylate OCC1=CC=C2C(N(N(C2=C1C)C=1C=CC(=NC1)N1CC2C(C2C1)C(=O)OC)C)=C1C2=CNNC2=CC=C1